FC(C(=O)[O-])(F)F.C1(=CC=CC=C1)C=1C=C(SC1)[S+](C1=CC=CC=C1)C1=CC=CC=C1 4-phenylthienyl-diphenyl-sulfonium trifluoroacetate